2,3-di-sec-butyl-2-cyanosuccinic acid-1,4-di-(2-ethoxyethyl) ester C(C)OCCOC(C(C(C(=O)OCCOCC)C(C)CC)(C#N)C(C)CC)=O